6-amino-2-(4-phenoxyphenyl)-4,5,6,7-tetrahydropyrazolo[1,5-a]pyrimidine-3-carbonitrile NC1CNC=2N(C1)N=C(C2C#N)C2=CC=C(C=C2)OC2=CC=CC=C2